(R)-5-(3-aminopiperidin-1-yl)-N-(2-methoxy-4-(4-methylpiperazin-1-yl)phenyl)pyrazolo[1,5-a]pyrimidine-3-carboxamide N[C@H]1CN(CCC1)C1=NC=2N(C=C1)N=CC2C(=O)NC2=C(C=C(C=C2)N2CCN(CC2)C)OC